Cl.ClCC1=NC=CC=N1 2-(chloromethyl)pyrimidine HCl salt